COCC1=NC(=NO1)C1=CC=C(O[C@@H]2CN(CC2)C(=O)C2=NN(C3=CC=CC=C23)C)C=C1 (S)-(3-(4-(5-(methoxymethyl)-1,2,4-oxadiazol-3-yl)phenoxy)pyrrolidin-1-yl)(1-methyl-1H-indazol-3-yl)methanone